1-(p-chlorophenylthio)-2-naphthylamine ClC1=CC=C(C=C1)SC1=C(C=CC2=CC=CC=C12)N